(heptadecan-9-yl) 8-(3-hydroxy-2-(hydroxymethyl) propyl) octanedioate C(CCCCCCC(=O)OCC(CO)CO)(=O)OC(CCCCCCCC)CCCCCCCC